N-((2,6-dihydroxy-5'-methyl-4-pentyl-2'-(prop-1-en-2-yl)-1',2',3',4'-tetrahydro-[1,1'-biphenyl]-3-yl)methyl)acetamide OC1=C(C(=CC(=C1CNC(C)=O)CCCCC)O)C1C(CCC(=C1)C)C(=C)C